ethyl (E)-4-{[4-(3-chloro-10,11-dihydro-5H-dibenzo[b,f]azepin-5-yl)4-oxo-butyl]amino}but-2-enoate ClC=1C=CC2=C(N(C3=C(CC2)C=CC=C3)C(CCCNC/C=C/C(=O)OCC)=O)C1